Cl[N-]S(=O)(=O)C1=CC=C(C=C1)C chloro(4-methylbenzene-1-sulfonyl)azanide